3-(diethylamino)propyltriethoxysilane C(C)N(CCC[Si](OCC)(OCC)OCC)CC